niobium-iron [Fe].[Nb]